C(C)OC(CC1=CC=C(C=C1)C=1C=C2C=NN(C2=CC1)C(=O)OC(C)(C)C)=O tert-butyl 5-(4-(2-ethoxy-2-oxoethyl)phenyl)-1H-indazole-1-carboxylate